CC1=CC=C2C(=N1)NC(=C2)C(=O)N 6-methyl-1H-pyrrolo[2,3-b]Pyridine-2-carboxamide